2-(4-(2-(2,6-dimethylpyridin-4-yl)-3-isopropyl-1H-indol-5-yl)piperidin-1-yl)-N-(1-methylcyclobutyl)acetamide CC1=NC(=CC(=C1)C=1NC2=CC=C(C=C2C1C(C)C)C1CCN(CC1)CC(=O)NC1(CCC1)C)C